BrC=1C=CC(=C(C1)C1=CN(C2=CC=CC=C12)C1=CC=CC=C1)[N+](=O)[O-] 3-(5-bromo-2-nitrophenyl)-1-phenyl-1H-indole